O=C1N(CCC(N1)=O)C=1C=C(C(=O)N2CCC3(CC2)CCN(CC3)CC(=O)O)C=CC1OC 2-[3-[3-(2,4-Dioxohexahydropyrimidin-1-yl)-4-methoxy-benzoyl]-3,9-diazaspiro[5.5]undecan-9-yl]acetic acid